4-(thiophene-2-carbonyl)piperazin S1C(=CC=C1)C(=O)N1CCNCC1